5-(4-(3-(aminomethyl)phenyl)piperidine-1-carbonyl)-2-hydroxybenzamide NCC=1C=C(C=CC1)C1CCN(CC1)C(=O)C=1C=CC(=C(C(=O)N)C1)O